(2-chloro-6-fluorophenyl)((3aR,7aS)-octahydro-1H-4,7-epiiminoisoindol-8-yl)methanone hydrochloride Cl.ClC1=C(C(=CC=C1)F)C(=O)N1C2[C@H]3CNC[C@H]3C1CC2